2-(((1s,3s)-3-(hydroxymethyl)cyclobutyl)amino)-8-(isopropylamino)pyrido[3,4-d]pyrimidine-6-carbonitrile OCC1CC(C1)NC=1N=CC2=C(N1)C(=NC(=C2)C#N)NC(C)C